tert-Butyl-(5S)-2-[2-(4-methoxyphenyl)ethyl]-3-oxo-2,3,5,6,7,8-hexahydro[1,2,4]triazolo[4,3-a]pyridine-5-carboxylate C(C)(C)(C)OC(=O)[C@@H]1CCCC=2N1C(N(N2)CCC2=CC=C(C=C2)OC)=O